C(=O)(C(=C)C)N[C@@H](CCCCN)C(=O)O Methacryl-L-Lysine